C(C1=CC=CC=C1)OC(=O)N1[C@@H](C(NCC1)=O)C (2R)-2-methyl-3-oxopiperazine-1-carboxylic acid benzyl ester